FC1=CC=C(\C=C\2/N=C(OC2=O)C2=CC(=CC=C2)C(F)(F)F)C=C1 (Z)-4-(4-fluorobenzylidene)-2-(3-(trifluoromethyl)phenyl)oxazol-5(4H)-one